C(CCCCCCCCCCCCCCCCCCCCC=CCCC)(=O)O 22-Hexacosenoic acid